N-((6-(5-(trifluoromethyl)-1,2,4-oxadiazol-3-yl)imidazo[1,2-a]pyridin-2-yl)methyl)isonicotinamide FC(C1=NC(=NO1)C=1C=CC=2N(C1)C=C(N2)CNC(C2=CC=NC=C2)=O)(F)F